OCCN(C(=O)N)C N-(2-hydroxyethyl)-N-methyl-urea